8-(3-(benzo[d]thiazole-2-yl)phenoxy)-N-hydroxyoctanoamide S1C(=NC2=C1C=CC=C2)C=2C=C(OCCCCCCCC(=O)NO)C=CC2